CNCCC(OC=1C=C(C(=O)NC2CCN(CC2)C)C=CC1)C1=CC=CC=C1 3-(3-(methylamino)-1-phenylpropoxy)-N-(1-methylpiperidin-4-yl)benzamide